7-methyl-2-(3-methyl-1H-pyrazol-1-yl)-N-(3-methylphenyl)-7H-pyrrolo[2,3-d]pyrimidin-4-amine CN1C=CC2=C1N=C(N=C2NC2=CC(=CC=C2)C)N2N=C(C=C2)C